FC=1C=C(C=C2CCN(CC12)C1CC2(C1)CN(CCC2)C)C(=O)OC methyl 8-fluoro-2-(6-methyl-6-azaspiro[3.5]nonan-2-yl)-3,4-dihydro-1H-isoquinoline-6-carboxylate